5-[(3-[18F]fluoroundecyl)sulfanyl]Valeric acid [18F]C(CCSCCCCC(=O)O)CCCCCCCC